4-iodo-1,5-naphthyridin-3-amine IC1=C(C=NC2=CC=CN=C12)N